C(C)OC1=CN=CC=2N1C(=NC2C2=CC=C(C=C2)OC2=C(C(=CC=C2)OC)F)[C@H]2CN(CC2)C(C#CC)=O (R)-1-(3-(5-ethoxy-1-(4-(2-fluoro-3-methoxyphenoxy)phenyl)imidazo[1,5-a]pyrazin-3-yl)pyrrolidin-1-yl)but-2-yn-1-one